C(C)(C)C1CC=C(C=C1)CCC(=O)O 3-(4-isopropylcyclohexa-1,5-dien-1-yl)propanoic acid